OCC1([C@@H](CC[C@H](C1)C)C(C)C)C(=O)O (2S,5R)-1-(hydroxymethyl)-2-isopropyl-5-methylcyclohexane-1-carboxylic acid